C1(CC=C(CC1)C(=C)C)C 3,8-menthadiene